C1(=CC=CC=C1)C=1N=CC(=NC1C1=CC=CC=C1)N1C(CCC1)COC(COCC(=O)O)(C)C 2-(2-((1-(5,6-diphenylpyrazin-2-yl)pyrrolidin-2-yl)methoxy)2-methylpropyloxy)acetic acid